ClCCN(NS(=O)(=O)C)S(=O)(=O)C 1-(2-chloroethyl)-1,2-dimethyl-sulfonyl-hydrazine